4-amino-2-chloro-3-iodo-5-methoxybenzoic acid methyl ester COC(C1=C(C(=C(C(=C1)OC)N)I)Cl)=O